(E)-2-(1-(methylthio)prop-1-en-2-yl)-2-(1-(naphthalen-1-yl)vinyl)malononitrile CS\C=C(/C)\C(C#N)(C#N)C(=C)C1=CC=CC2=CC=CC=C12